L-1-Carboxypropylcysteine C(=O)(O)[C@H](CC)N[C@@H](CS)C(=O)O